(2R,3R)-3-(2-oxabicyclo[2.2.2]octan-4-ylmethoxy)-1-((4-(thiazol-2-yl)cyclohexyl)oxy)butan-2-amine C12OCC(CC1)(CC2)CO[C@@H]([C@@H](COC2CCC(CC2)C=2SC=CN2)N)C